CC(O)C1NCCC1 methyl-pyrrolidin-2-yl-methanol